N-[(6-Amino-2-pyridyl)sulfonyl]-2-[(2S,5R)-2,5-dimethylpyrrolidin-1-yl]-6-(5-isobutoxy-3-pyridyl)pyridin-3-carboxamid NC1=CC=CC(=N1)S(=O)(=O)NC(=O)C=1C(=NC(=CC1)C=1C=NC=C(C1)OCC(C)C)N1[C@H](CC[C@H]1C)C